FC1=C2C(=CC=NC2=CC(=C1)F)C=1C=C(C(=NC1)OC[C@](CC(C)C)(N)C)C (S)-1-((5-(5,7-difluoroquinolin-4-yl)-3-methylpyridin-2-yl)oxy)-2,4-dimethyl-pentan-2-amine